C1(=C(C=CC=C1)S(=O)(=O)OC=1C=C(C=CC1)NC(NC1=CC(=CC=C1)OS(=O)(=O)C1=C(C=CC=C1)C)=O)C bis-[3-(o-tolylsulfonyloxy)phenyl]urea